O=[S@@]1C2=C(N3[C@H]1CNCC3)N=CC(=C2)C(F)(F)F (5R,5aR)-5-oxido-3-(trifluoromethyl)-5a,6,8,9-tetrahydro-7H-pyrido[2',3':4,5]thiazolo[3,2-a]pyrazin